CC1=CC2=C(N=CS2)C=C1 (6-methyl)benzothiazol